C1(C(C(C(C2=CC3=CC=CC=C3C=C12)=O)=O)=O)=O anthracenetetraone